2-[(6-chloro-3-morpholinosulfonyl-4-quinolyl)amino]-5-methoxy-benzoic acid ClC=1C=C2C(=C(C=NC2=CC1)S(=O)(=O)N1CCOCC1)NC1=C(C(=O)O)C=C(C=C1)OC